3-[[4-[6-cyano-1-(2-trimethylsilylethoxymethyl) indol-3-yl]-5-(trifluoromethyl) pyrimidin-2-yl] amino]-5-fluoro-piperidine-1-carboxylate C(#N)C1=CC=C2C(=CN(C2=C1)COCC[Si](C)(C)C)C1=NC(=NC=C1C(F)(F)F)NC1CN(CC(C1)F)C(=O)[O-]